NC=1C=CC(=C(C1)B(O)O)Cl (5-amino-2-chloro-phenyl)boronic acid